6-methyl-4-(3-methyl-1-((4-(pyrrolidin-1-yl)bicyclo[2.2.2]octan-1-yl)methyl)-6,7-dihydro-1H-pyrazolo[4,3-c]pyridin-5(4H)-yl)-1H-pyrazolo[3,4-d]pyrimidine CC1=NC(=C2C(=N1)NN=C2)N2CC1=C(CC2)N(N=C1C)CC12CCC(CC1)(CC2)N2CCCC2